OC1=CC=C(NC(CNS(=O)(=O)C2=C(C(=O)N(C)C)C=CC=C2)=O)C=C1 2-[[2-(4-Hydroxyanilino)-2-oxo-ethyl]sulfamoyl]-N,N-dimethylbenzamide